N-(1-(2-(((1H-pyrrolo[3,2-c]pyridine-2-yl)methyl)amino)-2-oxoethyl)-6-oxo-2-phenyl-1,6-dihydropyrimidin-5-yl)-5-phenyloxazole-2-carboxamide N1C(=CC=2C=NC=CC21)CNC(CN2C(=NC=C(C2=O)NC(=O)C=2OC(=CN2)C2=CC=CC=C2)C2=CC=CC=C2)=O